5-[2-fluoro-6-hydroxy-4-(4-piperidinyl)phenyl]-1,1-dioxo-1,2,5-thiadiazolidin-3-one FC1=C(C(=CC(=C1)C1CCNCC1)O)N1CC(NS1(=O)=O)=O